N(=[N+]=[N-])CCNC(CBr)=O N-(2-azidoethyl)-2-bromoacetamide